Cl.C1NCC2=CC(=CC=C12)C1=CN=CO1 5-(isoindolin-5-yl)oxazole hydrochloride